iminobiline N=C1N=C(C=C1)C=C1C=CC(=N1)C=C1C=CC(=N1)C=C1C=CC=N1